N-hydroxysuccinimidyl-uronium O[N+](=C(O)N)N1C(CCC1=O)=O